C(C)C(CC1=CC=C(C=C1)O)CCCC 4-(2-ethylhexyl)phenol